(3R,5S)-3-cyclopropyl-5-ethyl-1-[6-(1-methylpyrazol-4-yl)pyrrolo[1,2-b]pyridazin-4-yl]-2-oxopyrrolidine-3-carbonitrile C1(CC1)[C@@]1(C(N([C@H](C1)CC)C=1C=2N(N=CC1)C=C(C2)C=2C=NN(C2)C)=O)C#N